C(=C)(Cl)Cl VINYLIDENECHLORIDE